4-cyano-1-[(2,4-dimethoxyphenyl)methyl]-6-fluoro[3-phenyl]imidazole C(#N)C=1N(CN(C1)CC1=C(C=C(C=C1)OC)OC)C1=CC=CC=C1F